C(C)[Si](O[Si](O[Si](O[Si](O[Si](C)(C)CC)(C)CC)(C)CC)(C)CC)(C)C 1,3,5,7,9-pentaethyl-1,1,3,5,7,9,9-heptamethylpentasiloxane